ClC1=C(C(=O)NC2=C3C=NN(C3=CC=C2)C2=CC(=CC=C2)OC(F)(F)F)C=C(C=C1)CNC(C(CO)(C)C)=O 2-chloro-5-{[(3-hydroxy-2,2-dimethylpropanoyl)amino]methyl}-N-{1-[3-(trifluoromethoxy)phenyl]-1H-indazole-4-yl}benzamide